methylasparagine CN[C@@H](CC(N)=O)C(=O)O